COC1CN(C1)C1=C(C=CC(=C1)C(=O)OC)C1=CC2(CC2)CCN1C(=O)OC(C)(C)C tert-butyl 5-[2-(3-methoxyazetidin-1-yl)-4-(methoxycarbonyl)phenyl]-6-azaspiro[2.5]oct-4-ene-6-carboxylate